1-(4-bromo-3-methoxy-5-methylthiophen-2-yl)ethan-1-ol BrC=1C(=C(SC1C)C(C)O)OC